6-[(6-tert-butyl-1,1-dimethyl-2,3-dihydro-1H-inden-4-yl)(2-methylpropyl)amino]pyridine-3-carboxylic Acid C(C)(C)(C)C1=CC(=C2CCC(C2=C1)(C)C)N(C1=CC=C(C=N1)C(=O)O)CC(C)C